ClP(=O)(OC1=CC=CC=C1)N[C@@H](C)C(=O)OC methyl N-(chloro (phenoxy) phosphoryl)-L-alaninate